C[C@@]1([C@@H](O[C@@H]([C@H]1O)CO)N1C2=NC(=NC(=C2N=C1)N)N)O 9-(2-C-methyl-β-D-ribofuranosyl)-2,6-diaminopurine